Racemic-4-(3-(2,4-dioxotetrahydropyrimidin-1(2H)-yl)-1-methyl-1H-indazol-6-yl)-3,3-difluoropiperidine-1-carboxylic acid tert-butyl ester C(C)(C)(C)OC(=O)N1CC([C@H](CC1)C1=CC=C2C(=NN(C2=C1)C)N1C(NC(CC1)=O)=O)(F)F |r|